ClC=1C=C(C=CC1)C1=NC=2C=3N(C(=C(C2C=C1)O)C(=O)NCC(=O)O)N=CN3 (9-(3-Chlorophenyl)-6-hydroxy-[1,2,4]triazolo[1,5-h][1,7]naphthyridine-5-carbonyl)glycine